4-bromo-6-fluoro-2-(hydroxymethyl)-2,3-dihydrobenzofuran-7-carbonitrile BrC1=CC(=C(C2=C1CC(O2)CO)C#N)F